OCC1=C(C(=O)O)C=CC=C1 o-hydroxymethyl-benzoic acid